FC=1C=C2C=CC(=CC2=CC1)N1CC2CNCC2C1 2-(6-Fluoronaphthalen-2-yl)octahydropyrrolo[3,4-c]pyrrole